2-amino-3-(1-methyl-1H-pyrazol-4-yl)propionic acid methyl ester dihydrochloride Cl.Cl.COC(C(CC=1C=NN(C1)C)N)=O